ClC=1C=NC(=NC1)C1CCC2(CN(C2)C2C(CC2)C(O)NC=2C3=C(N=CN2)CCS3=O)CC1 2-(7-(5-Chloropyrimidin-2-yl)-2-azaspiro[3.5]non-2-yl)-5-oxo-(6,7-dihydrothieno[3,2-d]pyrimidin-4-yl)amino-cyclobutyl-methanol